C[Si](/C=C/C=O)(C1=CC=CC=C1)C (E)-3-(dimethyl-(phenyl)silyl)acrolein